N(=[N+]=[N-])CCOCCOCCOCCNC(CCC(NC(CCCCCCCCCCC(=O)OC(C)(C)C)=O)(CCC(NCCOCCOCCOCCN=[N+]=[N-])=O)CCC(NCCOCCOCCOCCN=[N+]=[N-])=O)=O tert-butyl 1-azido-16,16-bis(1-azido-13-oxo-3,6,9-trioxa-12-azapentadecan-15-yl)-13,18-dioxo-3,6,9-trioxa-12,17-diazanonacosan-29-oate